tert-butyl ((1R,4r)-4-((4-bromopyridin-2-yl)(((1r,4R)-4-(4-methoxy-3-methylphenyl)cyclohexyl)methyl)-carbamoyl)cyclohexyl)carbamate BrC1=CC(=NC=C1)N(C(=O)C1CCC(CC1)NC(OC(C)(C)C)=O)CC1CCC(CC1)C1=CC(=C(C=C1)OC)C